(S)-1-(4-(5-((4-amino-2-(pent-2-ylamino)imidazo[2,1-f][1,2,4]triazin-7-yl)methyl)-3-methylpyridin-2-yl)piperazin-1-yl)-2-chloroethan-1-one NC1=NC(=NN2C1=NC=C2CC=2C=C(C(=NC2)N2CCN(CC2)C(CCl)=O)C)N[C@@H](C)CCC